(S)-3,3-dimethyltetrahydro-3H,5H-pyrrolo[1,2-c]oxazol-5-one CC1(OC[C@H]2N1C(CC2)=O)C